Methyl (S)-2-((4-(3-((2-chloro-4-methylphenyl)(methyl)amino)benzyl)piperidin-1-yl)methyl)-1-(oxetan-2-ylmethyl)-1H-benzo[d]imidazole-6-carboxylate ClC1=C(C=CC(=C1)C)N(C=1C=C(CC2CCN(CC2)CC2=NC3=C(N2C[C@H]2OCC2)C=C(C=C3)C(=O)OC)C=CC1)C